N-(3''-fluoro-5''-methoxy-2,2'-dimethyl-4''-(((2-(2-oxopyrrolidin-1-yl)ethyl)amino)methyl)-[1,1':3',1''-terphenyl]-3-yl)-3-methyl-2,4-dioxo-1,2,3,4-tetrahydropyrimidine-5-carboxamide FC=1C=C(C=C(C1CNCCN1C(CCC1)=O)OC)C=1C(=C(C=CC1)C1=C(C(=CC=C1)NC(=O)C=1C(N(C(NC1)=O)C)=O)C)C